C(C=C)NC=1C=NC=C(C1C)CC1=C(C(=NC=C1)N=C(C1=CC=CC=C1)C1=CC=CC=C1)F N-allyl-5-[[2-(benzhydrylideneamino)-3-fluoro-4-pyridyl]methyl]-4-methyl-pyridin-3-amine